C(#N)[C@H](C[C@@H]1C(NCCC1)=O)NC(=O)[C@@H]1N([C@@H]2CC([C@H]1CC2)(F)F)C([C@@H](C(C)(C)C)NC(C(F)(F)F)=O)=O (1S,3R,4S)-N-[(1S)-1-cyano-2-[(3R)-2-oxo-3-piperidyl]ethyl]-2-[(2R)-3,3-dimethyl-2-[(2,2,2-trifluoroacetyl)amino]butanoyl]-5,5-difluoro-2-azabicyclo[2.2.2]octane-3-carboxamide